(1-((2-(trimethylsilyl)ethoxy)methyl)-1H-imidazol-4-yl)methanamine C[Si](CCOCN1C=NC(=C1)CN)(C)C